4,4-dicyanostilbene C(#N)C1(CC=C(C=C1)C=CC1=CC=CC=C1)C#N